5-cyclopropyl-N-(3-(5-fluoropyridin-2-yl)phenyl)pyrazolo[1,5-a]pyrimidine-3-carboxamide C1(CC1)C1=NC=2N(C=C1)N=CC2C(=O)NC2=CC(=CC=C2)C2=NC=C(C=C2)F